(2S,3R)-3-((2-aminopyridin-4-yl)methyl)-N2-(1-methyl-1H-pyrazol-4-yl)-N1-((R)-1-(3,5-dimethyl-4-fluorophenyl)propyl)-N2-methyl-4-oxoazetidine-1,2-dicarboxamide NC1=NC=CC(=C1)C[C@@H]1[C@H](N(C1=O)C(=O)N[C@H](CC)C1=CC(=C(C(=C1)C)F)C)C(=O)N(C)C=1C=NN(C1)C